octadecanediic acid C(CCCCCCCCCCCCCCCCC(=O)O)(=O)O